((2-(Furan-2-ylmethyl)-6-phenyl-8-(phenylsulfanyl)imidazo[1,2-a]pyrazin-3-yl)oxy)2-methoxypropionic acid methyl ester COC(C(C)(OC)OC1=C(N=C2N1C=C(N=C2SC2=CC=CC=C2)C2=CC=CC=C2)CC=2OC=CC2)=O